FC1=C(C(=CC=2CC[C@H](CC12)NCC1COCCC1)O)N1CC(NS1(=O)=O)=O 5-[(7R)-1-fluoro-3-hydroxy-7-{[(oxan-3-yl)methyl]amino}-5,6,7,8-tetrahydronaphthalen-2-yl]-1λ6,2,5-thiadiazolidine-1,1,3-trione